Cl.NCC1CC=2C=C(C=NC2NC1=O)/C=C/C(=O)N(CC=1OC2=C(C1C)C=CC=C2)C (E)-3-(6-(Aminomethyl)-7-oxo-5,6,7,8-tetrahydro-1,8-naphthyridin-3-yl)-N-methyl-N-((3-methylbenzofuran-2-yl)methyl)acrylamide hydrochloride